C(CCCCCCC\C=C\CC=CCC=CCC)(=O)O trans-9,12,15-octadecatrienoic acid